N-(2-((cis)-3-benzyl-4-hydroxychroman-7-yl)phenyl)-1,1,1-trifluoromethanesulfonamide C(C1=CC=CC=C1)[C@@H]1COC2=CC(=CC=C2[C@@H]1O)C1=C(C=CC=C1)NS(=O)(=O)C(F)(F)F